C(#N)CC[C@@H](C1=CC=C(C=C1)S(=O)(=O)CC)NC(C1=CC=C(C=C1)N1[C@@H](C[C@@H](C1)OC1=CC=C(C=C1)C(F)(F)F)COC(F)F)=O N-((S)-3-cyano-1-(4-(ethylsulfonyl)phenyl)propyl)-4-((2S,4S)-2-((difluoromethoxy)methyl)-4-(4-(trifluoromethyl)phenoxy)pyrrolidin-1-yl)benzamide